2-(1-phenyl-ethanone-2-yl)isoindoline-1,3-dione C1(=CC=CC=C1)C(CN1C(C2=CC=CC=C2C1=O)=O)=O